4-chlorobenzyl (S)-(4-(1-(3-(difluoromethyl)-1-methyl-1H-pyrazole-5-carboxamido)eth-yl)phenyl)carbamate FC(C1=NN(C(=C1)C(=O)N[C@@H](C)C1=CC=C(C=C1)NC(OCC1=CC=C(C=C1)Cl)=O)C)F